C(C1=CC=CC=C1)OCCCOC=1C=C(C=NC1N1CCN(CC1)C)C1=NNC2=CN=C(C=C21)Br 3-(5-(3-(benzyloxy)propoxy)-6-(4-methylpiperazin-1-yl)pyridin-3-yl)-5-bromo-1H-Pyrazolo[3,4-c]pyridine